N-Methyl-2-[[4-[1-methyl-4-(4-pyridyl)pyrazol-3-yl]phenoxy]methyl]-N-methylsulfonyl-quinoline-3-carboxamide CN(C(=O)C=1C(=NC2=CC=CC=C2C1)COC1=CC=C(C=C1)C1=NN(C=C1C1=CC=NC=C1)C)S(=O)(=O)C